Cl.O[C@H](CN1C(C2=CC=C(C=C2C(C1)(C)C)C(=O)N1CCC2(CC1)CCC(CC2)=O)=O)[C@H]2NCC1=CC=CC=C1C2 3-(2-((R)-2-hydroxy-2-((S)-1,2,3,4-tetrahydroisoquinolin-3-yl)ethyl)-4,4-dimethyl-1-oxo-1,2,3,4-tetrahydroisoquinoline-6-carbonyl)-3-azaspiro[5.5]undecan-9-one hydrochloride salt